Ethyl 2-(3-oxopropyl)thiazole-5-carboxylate O=CCCC=1SC(=CN1)C(=O)OCC